N1=C(C=CC1)C1=NC=CC1=C1N=CC=C1 5H-terazole